2-[(E)-(2,6-dichlorophenyl)methylideneamino]guanidine ClC1=C(C(=CC=C1)Cl)\C=N\N=C(N)N